C(C)C1=CC=CC=C1NC(=O)[C@@H]1OCCC1 |r| 2-ethyl-3-{[(2RS)-oxolane-2-carbonyl]amino}benzene